4-(4,4,5,5-tetramethyl-1,3,2-dioxaborolan-2-yl)-1H-pyrrolo[2,3-b]pyridine-1-carboxylic acid tert-butyl ester C(C)(C)(C)OC(=O)N1C=CC=2C1=NC=CC2B2OC(C(O2)(C)C)(C)C